2-[2-(3-chloro-2-methyl-phenyl)ethynyl]-1-methyl-5-(3-pyridyl)imidazole-4-carbonitrile ClC=1C(=C(C=CC1)C#CC=1N(C(=C(N1)C#N)C=1C=NC=CC1)C)C